boc-D-valinamide C(=O)(OC(C)(C)C)N[C@H](C(C)C)C(=O)N